(R)-N-(1-(6,7-difluoro-1-oxo-1,2-dihydroisoquinolin-4-yl)ethyl)-N,1-dimethyl-1H-indole-2-carboxamide FC=1C=C2C(=CNC(C2=CC1F)=O)[C@@H](C)N(C(=O)C=1N(C2=CC=CC=C2C1)C)C